N1C(=NC2=C1C=CC=C2)CCNCCC=2OC1=C(C(=NC(=C1)O)NCC1=NC=CC=C1F)N2 2-(2-{[2-(1H-1,3-benzodiazol-2-yl)ethyl]amino}ethyl)-4-{[(3-fluoropyridin-2-yl)methyl]amino}-[1,3]oxazolo[4,5-c]pyridin-6-ol